OC1=CC=2C=C(C=C3OCCN(C1=O)C32)[N+](=O)[O-] 11-hydroxy-7-nitro-4-oxa-1-azatricyclo[7.3.1.05,13]trideca-5,7,9(13),10-tetraen-12-one